C1=CC=CC2=C1CCCCC2=O 6,7,8,9-tetrahydrobenzo[7]annulen-5-one